C(C=C)(=O)O.C(C=C)(=O)O.C(C=C)(=O)O.C(C=C)(=O)O.OC(CC)(O)O trihydroxypropane tetraacrylate